6-chloro-3-(2-thienyl)imidazo[1,2-b]pyridazine ClC=1C=CC=2N(N1)C(=CN2)C=2SC=CC2